5-(4-(pent-1-ynyl)phenoxy)-1H-1,2,3-triazole-4-carboxylic acid C(#CCCC)C1=CC=C(OC2=C(N=NN2)C(=O)O)C=C1